2,4-dichloro-6-methoxy-7-(3-(pyrrolidine-1-yl)propoxy)quinazoline ClC1=NC2=CC(=C(C=C2C(=N1)Cl)OC)OCCCN1CCCC1